N-(2,3-dicarboxy)propyl-3-aminopropyl-silanetriol C(=O)(O)C(CNCCC[Si](O)(O)O)CC(=O)O